ClC=1C(=NC=C(C1[C@@H](C)OC=1C=C2C(=NNC2=CC1F)C=1C=NC(=C(C1)F)N1CC2(CN(C2)S(=O)(=O)C)C1)Cl)C 5-[(1R)-1-(3,5-dichloro-2-methyl-4-pyridyl)ethoxy]-6-fluoro-3-[5-fluoro-6-(2-methylsulfonyl-2,6-diazaspiro[3.3]heptan-6-yl)-3-pyridyl]-1H-indazole